S1CCC(CC1)CN (tetrahydro-2H-thiopyran-4-yl)methanamine